N=1N(N=CC1)C=1C=C(C=CC1C(F)(F)F)NC(=O)N1C2CC(CC1(C2)C=2OC(=NN2)C)C cis-N-(3-(2H-1,2,3-triazol-2-yl)-4-(trifluoromethyl)phenyl)-3-methyl-1-(5-methyl-1,3,4-oxadiazol-2-yl)-6-azabicyclo[3.1.1]heptane-6-carboxamide